6-(2-(5-cyclopropyl-3-(2,6-dichloro-4-fluorophenyl)isoxazol-4-yl)-7-azaspiro[3.5]non-1-en-7-yl)-4-(trifluoromethyl)quinoline-2-carboxylic acid C1(CC1)C1=C(C(=NO1)C1=C(C=C(C=C1Cl)F)Cl)C1=CC2(C1)CCN(CC2)C=2C=C1C(=CC(=NC1=CC2)C(=O)O)C(F)(F)F